CC=1N=C2C(=NC(=NC2=NC1C)N1C[C@@H](OCC1)C=1C=NN(C1)C)C1=CCC(CC1)C(F)(F)F (2S)-4-(6,7-dimethyl-4-(4-(trifluoromethyl)cyclohex-1-en-1-yl)pteridin-2-yl)-2-(1-methyl-1H-pyrazol-4-yl)morpholine